C(C)(C)(C)C1=NCCC2=CC(=CC=C12)C1=C(C(=CC=C1)Br)F tert-butyl-6-(3-bromo-2-fluorophenyl)-3,4-dihydroisoquinoline